(S)-2-((S)-4,4-difluoro-3-(5-oxo-4,5-dihydropyrazin-2-yl)piperidin-1-yl)-N-(6,7-dihydro-5H-indeno[5,6-d]thiazol-2-yl)propanamide FC1([C@@H](CN(CC1)[C@H](C(=O)NC=1SC2=C(N1)C=C1CCCC1=C2)C)C=2N=CC(NC2)=O)F